t-butyl N-[(Z)-3-fluoro-2-[(2-oxo-3,4-dihydro-1H-quinolin-7-yl)oxymethyl]allyl]carbamate F\C=C(\CNC(OC(C)(C)C)=O)/COC1=CC=C2CCC(NC2=C1)=O